COC=1C(=C(N2C=CC=CC12)C(=O)C=1C=C2C(N(C(NC2=CC1)=O)CC(=O)N(C)C)=O)C 1,4-Dihydro-6-[(1-methoxy-2-methyl-3-indolizinyl)carbonyl]-N,N-dimethyl-2,4-dioxo-3(2H)-quinazolineacetamide